C(CCC=CCC\C=C/CCC)O (8Z)-dodeca-4,8-dien-1-ol